carbazol-di-boronic acid C=1(C(=CC=C2C3=CC=CC=C3NC12)B(O)O)B(O)O